((3-(5-Fluoropyrimidin-2-yl)-2-methoxyphenyl)amino)-N-(methyl-d3)-6-((5-methyl-4-oxo-4,5,6,7-tetrahydropyrazolo[1,5-a]pyrazin-2-yl)amino)pyridazine-3-carboxamide FC=1C=NC(=NC1)C=1C(=C(C=CC1)NC1=C(N=NC(=C1)NC1=NN2C(C(N(CC2)C)=O)=C1)C(=O)NC([2H])([2H])[2H])OC